N[C@H](CC#N)C1=C(C(=CC(=C1)C)C=O)O (3R)-3-AMINO-3-(3-FORMYL-2-HYDROXY-5-METHYLPHENYL)PROPANENITRILE